[C@@H]1(CC(C(CC1)C(C)C)OC(COC)=O)C methoxyacetic acid (1r,2s,5r)-menthyl ester